4-[[2-(5-isopropoxy-1-tetrahydropyran-2-yl-indazol-3-yl)pyrimidin-4-yl]-methyl-amino]-4-oxo-Butanoic acid C(C)(C)OC=1C=C2C(=NN(C2=CC1)C1OCCCC1)C1=NC=CC(=N1)N(C(CCC(=O)O)=O)C